((2S,3S,4S)-2-(aminomethyl)-5-chloro-6-fluoro-3-hydroxy-2-phenyl-2,3-dihydrobenzofuran-4-yl)-3-fluoro-4-(2-hydroxyethoxy)benzamide NC[C@@]1(OC2=C([C@@H]1O)C(=C(C(=C2)F)Cl)C2=C(C(=O)N)C=CC(=C2F)OCCO)C2=CC=CC=C2